heptadecafluorononylamine FC(C(C(C(C(C(C(CN)(F)F)(F)F)(F)F)(F)F)(F)F)(F)F)(C(F)(F)F)F